8-((3S,5S)-3,5-dimethylpiperazin-1-yl)-2-methyl-4-(2-methyl-2H-tetrazol-5-yl)-N-(1-methylcyclopropyl)quinazoline-6-sulfonamide C[C@H]1CN(C[C@@H](N1)C)C=1C=C(C=C2C(=NC(=NC12)C)C=1N=NN(N1)C)S(=O)(=O)NC1(CC1)C